C1=CC=C(C=C1)C[C@@H](C(=O)N[C@@H](CCCCN)C(=O)O)N The molecule is a dipeptide obtained by formal condensation of the carboxy group of L-phenylalanine with the amino group of L-lysine. It derives from a L-phenylalanine and a L-lysine.